1-(4-(tert-butoxycarbonyl)-2,3-dimethyl-2-phenyl-1,2,3,4-tetrahydroquinoxalin-6-yl)hydrazine-1,2-dicarboxylic acid dibenzyl ester C(C1=CC=CC=C1)OC(=O)N(NC(=O)OCC1=CC=CC=C1)C=1C=C2N(C(C(NC2=CC1)(C1=CC=CC=C1)C)C)C(=O)OC(C)(C)C